N[C@H]1CN(CCC1)C1=NC2=C(N1CC1=C(C#N)C=CC=C1)C=CC=C2 (R)-2-((2-(3-aminopiperidin-1-yl)-1H-benzo[d]imidazol-1-yl)methyl)benzonitrile